COC1=CC=C(CN(S(=O)(=O)C=2C=NN(C2)C(C(=O)N)(C)C)CC2=CC=C(C=C2)OC)C=C1 2-(4-(N,N-bis(4-methoxybenzyl)sulfamoyl)-1H-pyrazol-1-yl)-2-methyl-propanamide